O1CCC2=C1C=C(C=C2)[C@@H](C)N2CCN(CC2)C2=NC=C(C=N2)S(=NC(C(F)(F)F)=O)(=O)C N-((2-(4-((R)-1-(2,3-dihydrobenzofuran-6-yl)ethyl)piperazin-1-yl)pyrimidin-5-yl)(methyl)(oxo)-λ6-sulfanylidene)-2,2,2-trifluoroacetamide